C(C)OC(=O)C1(CCC1)C(=O)NN 1-(hydrazinocarbonyl)cyclobutane-1-carboxylic acid ethyl ester